3-((6-fluoro-4-(methylsulfanyl)-1-toluenesulfonyl-1H-indol-5-yl)oxy)benzoic acid FC1=C(C(=C2C=CN(C2=C1)S(=O)(=O)CC1=CC=CC=C1)SC)OC=1C=C(C(=O)O)C=CC1